5-chloro-6-methoxy-1-methyl-1H-pyrrolo[2,3-b]pyridine ClC=1C=C2C(=NC1OC)N(C=C2)C